C(CC)N1N=CC(=C1)NC1=NC=C(C=N1)C#CC=1C=C(C(=O)N)C=CC1 3-((2-((1-propyl-1H-pyrazol-4-yl)amino)pyrimidin-5-yl)ethynyl)benzamide